N-(2-bromophenyl)-2-(3-ethyl-[1,2,4]triazolo[4,3-a]pyridin-6-yl)-6-(1-methyl-1H-pyrazol-4-yl)imidazo[1,2-a]pyrazin-3-amine BrC1=C(C=CC=C1)NC1=C(N=C2N1C=C(N=C2)C=2C=NN(C2)C)C=2C=CC=1N(C2)C(=NN1)CC